ClC1=CC=C2C(CCN(C2=N1)CC(C)C)NS(=O)C(C)(C)C N-(7-chloro-1-isobutyl-1,2,3,4-tetrahydro-1,8-naphthyridin-4-yl)-2-methylpropane-2-sulfinamide